[N+](=O)([O-])C1=C(C=CC=C1)C#CC1=CSC=C1 3-((2-nitrophenyl)ethynyl)thiophene